CN1C[C@H]2N(C3=C(C=C(C=C3CC2)C=2N=C3C(=NC2)NC=C3C3=CC(=C(C(=O)N(C)C)C=C3)C)C)CC1 (S)-4-(2-(3,10-dimethyl-2,3,4,4a,5,6-hexahydro-1H-pyrazino[1,2-a]quinolin-8-yl)-5H-pyrrolo[2,3-b]pyrazin-7-yl)-N,N,2-trimethylbenzamide